1-benzenesulfonyl-4-bromo-2-iodo-1H-pyrrole C1(=CC=CC=C1)S(=O)(=O)N1C(=CC(=C1)Br)I